CC1(NC(C=2C=CC=C(C12)S(=O)(=O)N)=O)C 3,3-dimethyl-1-oxoisoindoline-4-sulfonamide